FC1(C(CNC1)NC1=NC(=CC=C1)C1=CN=C2N1C=C(C=C2)C=2C=NN(C2)CC(F)(F)F)F N-(4,4-difluoropyrrolidin-3-yl)-6-(6-(1-(2,2,2-trifluoroethyl)-1H-pyrazol-4-yl)imidazo[1,2-a]pyridin-3-yl)pyridin-2-amine